2-[(2R,5S)-5-methyl-2-[2-(2-pyrrolidin-1-ylethyl)-1,3-benzothiazol-5-yl]-1-piperidyl]-2-oxo-N-(1-tetrahydropyran-2-ylpyrazolo[4,3-c]pyridin-7-yl)acetamide C[C@H]1CC[C@@H](N(C1)C(C(=O)NC=1C2=C(C=NC1)C=NN2C2OCCCC2)=O)C=2C=CC1=C(N=C(S1)CCN1CCCC1)C2